N-[2-(3-aminopropanoylamino)ethyl]-4-[[3-[4-(cyanomethoxy)-2,3-difluoro-phenyl]imidazo[1,2-a]pyrazin-8-yl]amino]-2-ethyl-benzamide formate C(=O)O.NCCC(=O)NCCNC(C1=C(C=C(C=C1)NC=1C=2N(C=CN1)C(=CN2)C2=C(C(=C(C=C2)OCC#N)F)F)CC)=O